C(N)(=O)C1=CC=C(OCC=2C3=C(SC2C(=O)O)C(=CC=C3)Cl)C=C1 3-((4-Carbamoylphenoxy)methyl)-7-chlorobenzo[b]thiophene-2-carboxylic acid